(R)-3-(4-phenoxyphenyl)-1-(1-((2,3,5,6-tetrafluorophenyl)sulfonyl)piperidin-3-yl)-1H-pyrazolo[3,4-d]Pyrimidin-4-amine O(C1=CC=CC=C1)C1=CC=C(C=C1)C1=NN(C2=NC=NC(=C21)N)[C@H]2CN(CCC2)S(=O)(=O)C2=C(C(=CC(=C2F)F)F)F